FC1(CCN(CC1)C1=NC(=CC2=C1N=NC(=C2)OC)NC(C2=C(C=C(C=C2)I)N2CCC1(CC1)CC2)=O)F N-(8-(4,4-difluoropiperidin-1-yl)-3-methoxypyrido[3,4-C]pyridazin-6-yl)-4-iodo-2-(6-azaspiro[2.5]oct-6-yl)benzamide